N-[(1R,3S)-3-{[6-chloro-2-(trifluoromethyl)quinolin-4-yl]amino}cyclohexyl]-1-ethyl-5-methyl-1H-pyrazole-4-carboxamide ClC=1C=C2C(=CC(=NC2=CC1)C(F)(F)F)N[C@@H]1C[C@@H](CCC1)NC(=O)C=1C=NN(C1C)CC